BrC1=CC=C2C(=NNC2=C1)C(=O)NC([2H])([2H])[2H] 6-bromo-N-(methyl-d3)-1H-indazole-3-carboxamide